N=1NC(N2C1C=C(C=C2)B(O)O)=O [1,2,4]triazolo[4,3-a]pyridine-3(2H)-one-7-boronic acid